N1CC(C1)CC1=CC(=C2N1C(=CN=C2)C)C2=C(C(=O)N1[C@@H](COC[C@H]1C)C)C=C(C=C2)F (3R,5R)-4-(2-{6-[(azetidin-3-yl)methyl]-4-methylpyrrolo[1,2-a]pyrazin-8-yl}-5-fluorobenzoyl)-3,5-dimethylmorpholine